(4-hydroxybenzoyl)-3,5-dinitrobenzenesulfonohydrazide OC1=CC=C(C(=O)C2=C(C=C(C=C2[N+](=O)[O-])[N+](=O)[O-])S(=O)(=O)NN)C=C1